C(CCCCCCCCCCCCCCCCC)NCC1=CC=CC=C1 N-stearyl-benzyl-amine